6-Chloro-3-{1-[2-(4,4-difluoro-1-piperidyl)-6-methyl-4-oxo-1,4a-diaza-8-naphthyl]ethylamino}-2-pyridinecarboxylic acid ClC1=CC=C(C(=N1)C(=O)O)NC(C)C1=CC(=CN2C(C=C(N=C12)N1CCC(CC1)(F)F)=O)C